BrC=1C(=CC(=NC1)Cl)CCC(=O)N(C)OC 3-(5-bromo-2-chloro-4-pyridyl)-N-methoxy-N-methyl-propanamide